C(C1=CC=CC=C1)OCCCCCC=C1CN(C1)C(=O)OC(C)(C)C tert-butyl 3-(6-(benzyloxy)hexylidene)azetidine-1-carboxylate